C[Si](NC)(C)C trimethyl-(methylamino)silane